2,5-di-methyl-2,5-Di(benzoylperoxy)hexane tert-butyl-6-butyl-3,3-dimethyl-5-oxo-2,3,5,6-tetrahydro-pyrrolo[2,3-c]pyridine-1-carboxylate C(C)(C)(C)OC(=O)N1CC(C=2C1=CN(C(C2)=O)CCCC)(C)C.CC(C)(CCC(C)(OOC(C2=CC=CC=C2)=O)C)OOC(C2=CC=CC=C2)=O